2-chloro-4-(1-(methylsulfonyl)azetidin-3-yl)pyridine ClC1=NC=CC(=C1)C1CN(C1)S(=O)(=O)C